O=C1C2=C(C=3C(=CC(=NC3C1=O)C(=O)O)C(=O)O)NC(=C2)C(=O)O 4,5-di-hydro-4,5-dioxo-1H-pyrrolo[2,3-F]quinoline-2,7,9-tricarboxylic acid